1-methyl-2-vinyl-benzene CC1=C(C=CC=C1)C=C